CN1N=CC(=C1)C1=CC=2C(=NC=C(C2)C#N)N1COCC[Si](C)(C)C 2-(1-methyl-1H-pyrazol-4-yl)-1-((2-(trimethylsilyl)ethoxy)methyl)-1H-pyrrolo[2,3-b]pyridine-5-carbonitrile